NCC1([C@H]2CN(C[C@@H]12)C=1N(C(C2=C(N1)NN=C2C2=C(C1=CN(N=C1C=C2)C)Cl)=O)C)C=2SC=C(N2)Cl 6-((1R,5S,6r)-6-(aminomethyl)-6-(4-chlorothiazol-2-yl)-3-azabicyclo[3.1.0]hexan-3-yl)-3-(4-chloro-2-methyl-2H-indazol-5-yl)-5-methyl-1,5-dihydro-4H-pyrazolo[3,4-d]pyrimidin-4-one